C1(=CC=CC=2C3=CC=CC=C3CC12)COC(=O)N[C@@H](CCC(=O)O)C(=O)OC(C)(C)C N-fluorenylmethoxycarbonyl-O-tertiary butyl-L-glutamic acid